6-(benzo[c][1,2,5]oxadiazol-5-yl)-N-(4-(pyrrolidin-1-ylmethyl)-pyridin-2-yl)benzo[d]-thiazol-2-amine N=1ON=C2C1C=CC(=C2)C2=CC1=C(N=C(S1)NC1=NC=CC(=C1)CN1CCCC1)C=C2